ClC1=NC(=NC(=N1)C1=CC2=C(OC3=C2C=C(C=C3)C3=CC=CC2=C3SC3=C2C=CC=C3)C=C1)C1=CC=3C2=CC=CC=C2C2=CC=CC=C2C3C=C1 2-Chloro-4-(8-dibenzothiophen-4-yldibenzofuran-2-yl)-6-triphenylen-2-yl-1,3,5-triazin